N=1N(N=C2C1C=CC=C2)C2=C(C(=CC(=C2)C(C)(C)C)C(C)(C)C)O 2-(benzotriazol-2-yl)-4,6-di-tert-butylphenol